C=CCC=CCC 1,4-Heptadien